C(C)N(C1=CC=C(/C=C/C2=C(C=NC=C2)C)C=C1)CC 4-[(E)-4-(diethylamino)styryl]-3-methylpyridin